Cl[Al+2] chloroaluminum (III)